C(CC)OC(CC)=O propylpropiate